CN1C=NC=C1 (l)-1-methylimidazole